Cl.S(=O)(=O)(O)O.N1CCCCC1 Piperidine sulfate hydrochloride